4-((5-cyclopropyl-3-(2-(trifluoromethoxy)phenyl)isoxazol-4-yl)methoxy)-3,3-difluoropiperidine-1-carboxylic acid tert-butyl ester C(C)(C)(C)OC(=O)N1CC(C(CC1)OCC=1C(=NOC1C1CC1)C1=C(C=CC=C1)OC(F)(F)F)(F)F